5-bromo-3-methyl-N-(oxetan-2-ylmethyl)benzene-1,2-diamine BrC1=CC(=C(C(=C1)NCC1OCC1)N)C